1-(5-{5-[3-Ethoxy-5-(trifluoromethyl)phenyl]-7-[{[1-(methoxymethyl)cyclopentyl]methyl}(methyl)amino]-1H-imidazo[4,5-b]pyridin-2-yl}pyrazin-2-yl)piperidin C(C)OC=1C=C(C=C(C1)C(F)(F)F)C1=CC(=C2C(=N1)N=C(N2)C=2N=CC(=NC2)N2CCCCC2)N(C)CC2(CCCC2)COC